C[Si](C)(C)N(P(OCC)OCC)[Si](C)(C)C bis(trimethylsilyl)-phosphoramidous acid, diethyl ester